CN1C(C2=CC(=CC(=C2C=C1C=1C=NC=CC1)C(C)NC1=C(C(=O)O)C=CC=C1)C)=O 2-((1-(2,7-dimethyl-1-oxo-3-(pyridin-3-yl)-1,2-dihydroisoquinolin-5-yl)ethyl)amino)benzoic acid